2-(2-methoxy-1,1-difluoro-2-ethoxycarbonyl)-4-methylpyridine COC(C(F)F)OC(=O)C1=NC=CC(=C1)C